7-(3-(2-fluorophenyl)-7,8-dihydro-1,6-naphthyridin-6(5H)-yl)-2,8-dimethyl-4H-pyrimido[1,2-b]pyridazin-4-one FC1=C(C=CC=C1)C=1C=NC=2CCN(CC2C1)C=1C(=CC=2N(N1)C(C=C(N2)C)=O)C